6-((2,6-dichloro-1H-benzo[d]imidazol-1-yl)methyl)nicotinonitrile ClC1=NC2=C(N1CC1=NC=C(C#N)C=C1)C=C(C=C2)Cl